[13CH2]([13CH3])N(C(C1=C(C=CC(=C1)F)OC)=O)[13CH]([13CH3])[13CH3] N-(ethyl-13C2)-5-fluoro-2-methoxy-N-(propan-2-yl-13C3)benzamide